LITHIUM BISOXALATE BORATE B([O-])(O)O.C(C(=O)O)(=O)O.C(C(=O)O)(=O)O.[Li+]